FC1([C@H](CN(CC1)[C@H](C(=O)NC1=NC=C(C=C1)OC1=C(C=C(C=C1)F)F)C)C1=CNC(C(=C1)CS(=O)(=O)C)=O)F (S)-2-((S)-4,4-difluoro-3-(5-((methylsulfonyl)methyl)-6-oxo-1,6-dihydropyridin-3-yl)piperidin-1-yl)-N-(5-(2,4-difluorophenoxy)pyridin-2-yl)propionamide